COC1=CC=C(C=C1)CCC(=O)Cl 3-(4-Methoxyphenyl)propionyl chloride